(R)-N-(3-methyl-4-((1-methyl-1H-benzo[d]imidazol-5-yl)methyl)phenyl)-6-(3-methylpiperazin-1-yl)pyrimido[5,4-d]pyrimidin-4-amine hydrochloride Cl.CC=1C=C(C=CC1CC1=CC2=C(N(C=N2)C)C=C1)NC=1C2=C(N=CN1)C=NC(=N2)N2C[C@H](NCC2)C